1-(2-ethyl-4-methoxythieno[2',3':5,6]benzo[1,2-d]oxazol-7-yl)ethan-1-one C(C)C=1OC2=C(N1)C1=C(C=C2OC)SC(=C1)C(C)=O